1-acetyl-N-((1r,5s,8s)-3-(5-(6-(3-cyanopyrrolo[1,2-b]pyridazin-7-yl)-4-(isopropylamino)pyridin-3-yl)-1,3,4-thiadiazol-2-yl)-3-azabicyclo[3.2.1]oct-8-yl)piperidine-4-carboxamide C(C)(=O)N1CCC(CC1)C(=O)NC1[C@H]2CN(C[C@@H]1CC2)C=2SC(=NN2)C=2C=NC(=CC2NC(C)C)C2=CC=C1N2N=CC(=C1)C#N